N-(4-((4-amino-2-(ethoxymethyl)-1-methyl-1H-imidazo[4,5-c]quinolin-9-yl)oxy)butyl)stearamide NC1=NC=2C=CC=C(C2C2=C1N=C(N2C)COCC)OCCCCNC(CCCCCCCCCCCCCCCCC)=O